(+)-trans-cyclopropanealdehyde C1(CC1)C=O